The molecule is an N-acylglycine where the acyl group is specified as acetyl. It has a role as a human metabolite. It is a N-acetyl-amino acid and a N-acylglycine. It is a conjugate acid of a N-acetylglycinate. CC(=O)NCC(=O)O